C1(CC1)C1=CC2=C(C=N1)C(N(C2)C=2C=NC(=CC2)N[C@@H]2C[C@H](CC2)NC2=NN1C(C=C(C=C1)C(F)(F)F)=N2)=O 6-cyclopropyl-2-(6-(((1S,3S)-3-((7-(trifluoromethyl)-[1,2,4]triazolo[1,5-a]pyridin-2-yl)amino)cyclopentyl)amino)pyridin-3-yl)-1,2-dihydro-3H-pyrrolo[3,4-c]pyridin-3-one